OC1=C(C=O)C=C(C(=C1)OCC1=CC=C(C=C1)OC)C 2-hydroxy-4-((4-methoxybenzyl)oxy)-5-methyl-benzaldehyde